(4,7-dichloro-6-(4-(piperidin-4-yloxy)phenyl)-2H-indazol-2-yl)-2-((R)-6-fluoro-6,7-dihydro-5H-pyrrolo[1,2-c]imidazol-1-yl)-N-(thiazol-2-yl)acetamide dihydrochloride Cl.Cl.ClC=1C2=CN(N=C2C(=C(C1)C1=CC=C(C=C1)OC1CCNCC1)Cl)C(C(=O)NC=1SC=CN1)C1=C2N(C=N1)C[C@@H](C2)F